C(C)OCOCOCC monoethoxymethyl ether